3-(naphthalen-1-yl)aniline C1(=CC=CC2=CC=CC=C12)C=1C=C(N)C=CC1